BrC=1NC=CN1 Bromoimidazol